C1(=NC=CC2=CC=CC=C12)N1N=C(N=C1N)NC1=CC=C(C=C1)N1CCOCC1 1-(isoquinolin-1-yl)-N3-(4-morpholinylphenyl)-1H-1,2,4-triazole-3,5-diamine